C(C)OC(=O)C1=NN(C(=C1)C(=O)OCC)C1CN(C1)C1=C(C=C2C(C(=CN(C2=N1)C1=NC=NS1)C(=O)O)=O)F 7-{3-[3,5-bis(ethoxycarbonyl)-1H-pyrazol-1-yl]azetidin-1-yl}-6-fluoro-4-oxo-1-(1,2,4-thiadiazol-5-yl)-1,4-dihydro-1,8-naphthyridine-3-carboxylic acid